The molecule is a cis-1,6-dihydroxycyclohexa-2,4-dienecarboxylic acid. It is a conjugate acid of a (1R,6S)-1,6-dihydroxycyclohexa-2,4-diene-1-carboxylate. It is an enantiomer of a (1S,6R)-1,6-dihydroxycyclohexa-2,4-dienecarboxylic acid. C1=C[C@@H]([C@](C=C1)(C(=O)O)O)O